BrC=1N=C(N(C1)CC1=CC(=CC(=C1)F)F)C=O 4-bromo-1-(3,5-difluorobenzyl)-1H-imidazole-2-carbaldehyde